S1C=C(C=C1)[C@H]1CN(C[C@@H]1C(N[C@H]1C[C@H](CCC1)NC1=CC(=NC2=CC=CC=C12)C(F)(F)F)=O)C(=O)OC(C)(C)C tert-butyl (3S,4R)-3-(thiophen-3-yl)-4-{[(1R,3S)-3-{[2-(trifluoromethyl)quinolin-4-yl]amino}cyclohexyl]carbamoyl}pyrrolidine-1-carboxylate